chlorine-1,3-dimethylimidazolium salt CN1C=[N+](C=C1)C.[Cl+]